5-t-butoxy-3,4-dibromo-2(5H)furanone C(C)(C)(C)OC1C(=C(C(O1)=O)Br)Br